BrC1=CC=CC(=N1)C1=NOC(=C1)[C@]1(C(N([C@@H]2C[C@H]12)C)=O)O (1R,4R,5S)-4-(3-(6-Bromopyridin-2-yl)isoxazol-5-yl)-4-hydroxy-2-methyl-2-azabicyclo[3.1.0]hexan-3-one